N-methyl-N-(1-((7-morpholino-5-(3-(m-tolyl)-1H-pyrazol-1-yl)pyrazolo[1,5-a]pyrimidin-2-yl)methyl)piperidin-4-yl)methanesulfonamide CN(S(=O)(=O)C)C1CCN(CC1)CC1=NN2C(N=C(C=C2N2CCOCC2)N2N=C(C=C2)C=2C=C(C=CC2)C)=C1